F[C@@H]1C[C@@]2(CCCN2C1)COC=1N=CC2=C(N1)C(=C(N=C2N2[C@H](CC2)C)C2=CC(=CC1=CC=C(C(=C21)C#C)F)O)F 4-(2-{[(2R,7aS)-2-fluoro-hexahydropyrrolizin-7a-yl]methoxy}-8-fluoro-5-[(2S)-2-methylazetidin-1-yl]pyrido[4,3-d]pyrimidin-7-yl)-5-ethynyl-6-fluoronaphthalen-2-ol